7-(5-chloro-2-(2-(6-(4-methoxypiperidin-1-yl)-2,6-dimethyl-4-oxo-5,6,7,8-tetrahydroquinazolin-3(4H)-yl)ethoxy)phenyl)-5-methylthieno[3,2-b]pyridine-3-carboxylic acid ClC=1C=CC(=C(C1)C1=C2C(=NC(=C1)C)C(=CS2)C(=O)O)OCCN2C(=NC=1CCC(CC1C2=O)(C)N2CCC(CC2)OC)C